BrC1=NNC(=N1)[N+](=O)[O-] 3-bromo-5-nitro-1H-1,2,4-triazole